C1(=CC=CC=C1)[B-](C1=CC=CC=C1)(C1=CC=CC=C1)C1=CC=CC=C1.N1C(=CC=C1)[NH3+] 1H-pyrrol-2-aminium tetraphenylborate